(+-)-1-[[2-(2,4-dichlorophenyl)-4-propyl-1,3-dioxolan-2-yl]methyl]-1H-1,2,4-triazole ClC1=C(C=CC(=C1)Cl)C1(OCC(O1)CCC)CN1N=CN=C1